(S)-6'-bromo-3-(3-(difluoromethoxy)-5-(trifluoromethyl)pyridin-2-yl)-5'-fluoro-2',3'-dihydrodispiro[oxazolidine-4,1'-naphthalene-4',2''-[1,3]dithiolan]-2-one BrC=1C(=C2C(=CC1)[C@]1(CCC23SCCS3)N(C(OC1)=O)C1=NC=C(C=C1OC(F)F)C(F)(F)F)F